1-(4-hydroxyphenyl)-2-(4-(3-hydroxyphenyl)-1H-1,2,3-triazol-1-yl)ethan-1-one OC1=CC=C(C=C1)C(CN1N=NC(=C1)C1=CC(=CC=C1)O)=O